C(#N)C1=CC=C(C=C1)N(C(=O)C=1N=C(C=2N(C1)C(=CN2)C=2C=CC(=NC2)NC(OC)=O)C)C methyl N-[5-[6-[(4-cyanophenyl)-methyl-carbamoyl]-8-methyl-imidazo[1,2-a]pyrazin-3-yl]-2-pyridyl]carbamate